Cl.Cl.C(N)(=N)C1=C2C(=C(NC2=CC=C1)C1=CC=CC=C1)C(N)=N Diamidino-2-phenylindole, dihydrochloride